C(C)(C)(C)OC(=O)N1CC(N(CC1)C1=NC=CC2=C1C(=CN2C2=CC(=CC=C2)Cl)C2=NC=CC=C2)C.C(C)C2(COC2)CO 3-ethyl-3-hydroxymethyl-oxetane tert-Butyl-4-(1-(3-chlorophenyl)-3-(pyridin-2-yl)-1H-pyrrolo[3,2-c]pyridin-4-yl)-3-methylpiperazine-1-carboxylate